tert-butyl (1R)-1-(3-(6-(2-(2-(4-(2-(2,6-dioxopiperidin-3-yl)-1-oxoisoindolin-5-yl)piperazin-1-yl)ethoxy)ethoxy)hexyloxy)phenyl)ethylcarbamate O=C1NC(CCC1N1C(C2=CC=C(C=C2C1)N1CCN(CC1)CCOCCOCCCCCCOC=1C=C(C=CC1)[C@@H](C)NC(OC(C)(C)C)=O)=O)=O